ClC=1C=C2C=C(NC2=CC1C1=NC(=C(C=C1)OC)F)CNC(=O)C1(COC1)O N-{[5-chloro-6-(6-fluoro-5-methoxy-2-pyridyl)-2-indolyl]methyl}-3-hydroxy-3-oxetanecarboxamide